3,6-dibromo-4-[[(1S)-1-cyclopropyl-2,2-difluoro-3-hydroxy-propyl]amino]-7-fluoro-1H-quinolin-2-one BrC=1C(NC2=CC(=C(C=C2C1N[C@H](C(CO)(F)F)C1CC1)Br)F)=O